ClC=1C(=NC(=NC1)NC=1C=C(C=NC1)N1C(CCC1)=O)C1=CC=C(C=C1)F 1-(5-((5-chloro-4-(4-fluorophenyl)pyrimidin-2-yl)amino)pyridin-3-yl)pyrrolidin-2-one